O[C@H](CC=O)C1=C(C=CC=C1)F (R)-3-hydroxy-3-(2-fluorophenyl)-propanal